FC1=CC=C(C=C1)[C@@H]1N(CCC2=CC=CC=C12)C(=O)NC1CC(C1)(C)NC(OCCCC)=O butyl (cis-3-((S)-1-(4-fluorophenyl)-1,2,3,4-tetrahydroisoquinoline-2-carboxamido)-1-methylcyclobutyl)carbamate